FC1(COC1)COC1=CC=C(C=C1)N1N=NC(=C1)CO {1-[4-(3-fluoro-oxetan-3-ylmethoxy)-phenyl]-1H-[1,2,3]Triazol-4-yl}-methanol